C[C@@H](CC(=O)OC)O methyl (S)-(-)-3-hydroxybutyrate